FC=1C=C(C=C(C1)F)C(=O)N 3,5-difluorobenzeneamide